NC(C(=O)OC)C1CC1 methyl 2-amino-2-cyclopropyl-acetate